COS(=O)(=O)C1=CC=C(C)C=C1.C1(CCCCC1)N=C=NCCN1CCOCC1 N-cyclohexyl-N'-(2-morpholinoethyl)carbodiimide methyl-tosylate